4-hydroxy-9-[(2-{3-[(4-methanesulfonyl-2-methoxyphenyl)amino]prop-1-yn-1-yl}-1-(2,2,2-trifluoroethyl)-1H-indol-4-yl)amino]-2-oxa-6λ5-azaspiro[5.5]undecan-6-ylium OC1COC[N+]2(C1)CCC(CC2)NC2=C1C=C(N(C1=CC=C2)CC(F)(F)F)C#CCNC2=C(C=C(C=C2)S(=O)(=O)C)OC